t-heptylperoxyisobutyl monocarbonate C(OC(C(C)C)OOC(C)(C)CCCC)([O-])=O